C(#N)C1=CC(=CC=2N=C(OC21)C=2C(=C(C=CC2)C2=C(C(=CC=C2)NC=2N=CC=C1C=C(C=NC21)CN2C[C@@](CC2)(C(=O)O)C)C)C)CN2C[C@@H](CC2)O (R)-1-((8-(3'-(7-cyano-5-(((R)-3-hydroxypyrrolidin-1-yl)methyl)benzo[d]oxazol-2-yl)-2,2'-dimethylbiphenyl-3-ylamino)-1,7-naphthyridin-3-yl)methyl)-3-methylpyrrolidine-3-carboxylic acid